1,1-bis(fluoromethyl)urea FCN(C(=O)N)CF